C1(=CC=CC=C1)[C@H]1[C@@H](CNC1)C(=O)NC1=CC(=CC=C1)NC1=CC=CC=C1 |r| (±)-trans-4-phenyl-N-[3-(phenylamino)phenyl]Pyrrolidine-3-carboxamide